O[C@@H](COC1=CC(=NC(=C1)[C@@]1(COCC1)OC)N1N=C(C=2C=NC(=CC21)NC(C)=O)C)C N-(1-(4-((R)-2-Hydroxypropoxy)-6-((S)-3-methoxytetrahydrofuran-3-yl)pyridine-2-yl)-3-methyl-1H-pyrazolo[4,3-c]pyridine-6-yl)acetamide